C(#N)C1=CC=C(C=C1)C1=CN=CC2=C1OCCN2S(=O)(=O)C2CC(=NO2)C=2C=C(C#N)C=CC2 3-(5-((8-(4-cyanophenyl)-2,3-dihydro-4H-pyrido[4,3-b][1,4]oxazin-4-yl)sulfonyl)-4,5-dihydro-isoxazol-3-yl)benzonitrile